CS1C=C(C=C1)C 1,3-dimethylthiophene